2-((dimethylamino)methylene)-5-(6-methyl-1H-indol-3-yl)cyclohexane-1,3-dione CN(C)C=C1C(CC(CC1=O)C1=CNC2=CC(=CC=C12)C)=O